FC(CN1CCC(CC1)C1CC12CNC(N(C2)CC2=CC=C(C=C2)OCC(C)C)=O)F (1-(2,2-difluoroethyl)piperidin-4-yl)-7-(4-isobutoxybenzyl)-5,7-diazaspiro[2.5]octan-6-one